ClC=1C=C(C=CC1C1=C(C2=C(N=CN=C2C)N1C)C1=CC(=C(C=C1)OC1=NC=CC(=N1)C)F)NC(C(=C)C)=O N-(3-chloro-4-(5-(3-fluoro-4-((4-methylpyrimidin-2-yl)oxy)phenyl)-4,7-dimethyl-7H-pyrrolo[2,3-d]pyrimidin-6-yl)phenyl)methacrylamide